[4-(6-bromo-5-methoxy-1-methyl-benzoimidazol-2-yl)cyclohexyl]Methanol BrC=1C(=CC2=C(N(C(=N2)C2CCC(CC2)CO)C)C1)OC